(2R)-N-((R)-(3-fluoro-4-(trifluoromethoxy)phenyl)(trans-3-(trifluoromethyl)cyclobutyl)methyl)-2-methyl-3-oxopiperazine-1-carboxamide FC=1C=C(C=CC1OC(F)(F)F)[C@H](NC(=O)N1[C@@H](C(NCC1)=O)C)[C@@H]1C[C@H](C1)C(F)(F)F